NC([C@H](CO)C1=C(C=CC2=C1C(=C(O2)C)C(=O)N)OC(CO)C2=C(C=CC=C2)F)=O ((S)-1-amino-3-hydroxy-1-oxopropan-2-yl)-5-(1-(2-fluorophenyl)-2-hydroxyethoxy)-2-methylbenzofuran-3-carboxamide